1-(2,3-dimethylphenyl)piperazine-hydrochloride Cl.CC1=C(C=CC=C1C)N1CCNCC1